5-amino-8-(2,6-dimethyl-4-pyridinyl)-7-phenyl-2-(4-piperidinylmethyl)-[1,2,4]triazolo[4,3-c]pyrimidin-3-one NC1=NC(=C(C=2N1C(N(N2)CC2CCNCC2)=O)C2=CC(=NC(=C2)C)C)C2=CC=CC=C2